ClC1=NC=C(C(=C1)N1C[C@H](CCC1)NC(OC(C)(C)C)=O)C#CC=1C=NN(C1)CC(F)F tert-butyl (S)-(1-(2-chloro-5-((1-(2,2-difluoroethyl)-1H-pyrazol-4-yl)ethynyl)pyridin-4-yl)piperidin-3-yl)carbamate